FC1(CCN(CC1)CCCOC=1C=CC(=NC1)C1=NC=CC(=C1)C1=NOC(=N1)C(F)(F)F)F 3-(5'-(3-(4,4-difluoropiperidin-1-yl)propoxy)-[2,2'-bipyridyl]-4-yl)-5-(trifluoromethyl)-1,2,4-oxadiazole